N-t-Butoxycarbonyl-hydrazine C(C)(C)(C)OC(=O)NN